5-((3-(4-Cyano-3-(trifluoromethyl)phenyl)-2-(trifluoromethyl)oxazolidin-5-yl)methoxy)picolinonitril C(#N)C1=C(C=C(C=C1)N1C(OC(C1)COC=1C=CC(=NC1)C#N)C(F)(F)F)C(F)(F)F